(3-(2-((3-(3-(dimethylamino)-4-methylphenyl)ureido)methyl)-6-oxo-4,6-dihydro-5H-thieno[2,3-c]pyrrol-5-yl)-2,6-dioxopiperidin-1-yl)methyl D-valinate N[C@H](C(C)C)C(=O)OCN1C(C(CCC1=O)N1C(C2=C(C1)C=C(S2)CNC(=O)NC2=CC(=C(C=C2)C)N(C)C)=O)=O